6-Bromo-3-hydroxyquinolin-2(1H)-one BrC=1C=C2C=C(C(NC2=CC1)=O)O